C1(CC1)OC=1C=C(N=NC1)S(=O)(=O)N 5-cyclopropoxypyridazine-3-sulfonamide